FC=1C=NC(=NC1)C=1C=C(C=CC1C)NC(=O)N1C2CC(CC1(C2)C=2N=NC=CN2)C cis-N-(3-(5-fluoropyrimidin-2-yl)-4-methylphenyl)-3-methyl-1-(1,2,4-triazin-3-yl)-6-azabicyclo[3.1.1]heptane-6-carboxamide